N1(CCC1)C=1C=CC(=NC1)Cl 5-(azetidin-1-yl)-2-chloropyridine